C(C)(C)(C)OC(=O)N1C(CCC1)CN(CCO)CC1=CC=CC=C1.O1C2=C(OCC1)C(=CC=C2)NC(/C=N/O)=O (E)-N-(2,3-dihydrobenzo[b][1,4]dioxin-5-yl)-2-(hydroxyimino)acetamide tert-Butyl-2-((benzyl(2-hydroxyethyl)amino)methyl)pyrrolidine-1-carboxylate